(S)-(4-(4-chloropyrazolo[1,5-a]pyridin-2-yl)-6,7-dihydro-1H-imidazo[4,5-c]pyridin-5(4H)-yl)(5-(1-(difluoromethyl)-1H-pyrazol-3-yl)-1,3,4-oxadiazol-2-yl)methanone ClC=1C=2N(C=CC1)N=C(C2)[C@H]2N(CCC1=C2N=CN1)C(=O)C=1OC(=NN1)C1=NN(C=C1)C(F)F